[Si](C1=CC=CC=C1)(C1=CC=CC=C1)(C(C)(C)C)OCC(CCCCC1=CC=C2CCCNC2=N1)(F)CO[Si](C1=CC=CC=C1)(C1=CC=CC=C1)C(C)(C)C 7-(6-((tert-butyldiphenylsilyl)oxy)-5-(((tertbutyldiphenylsilyl)oxy)methyl)-5-fluorohexyl)-1,2,3,4-tetrahydro-1,8-naphthyridine